C(#N)C1=NC=CC(=C1)CN1C[C@](CC1)(C)NC(OC(C)(C)C)=O tert-butyl (R)-(1-((2-cyanopyridin-4-yl)methyl)-3-methylpyrrolidin-3-yl)carbamate